pentacosafluorotricosane FC(C(C(C(C(C(C(C(C(C(C(C(F)(F)F)(F)F)(F)F)(F)F)(F)F)(F)F)(F)F)(F)F)(F)F)(F)F)(F)F)(CCCCCCCCCCC)F